13-(4-((4-Methylpyrimidin-2-yl)oxy)phenyl)-3-((trimethylsilyl)ethynyl)-6,7-dihydro-5H-pyrido[3,4-c]pyrimido[5',4':4,5]pyrrolo[1,2-a]azepine-12-amine CC1=NC(=NC=C1)OC1=CC=C(C=C1)C=1C2=C(N3C1C1=C(CCC3)C=C(N=C1)C#C[Si](C)(C)C)N=CN=C2N